N-{(3RS)-1-[4-({(1R)-1-[3-(difluoromethyl)-2-fluorophenyl]ethyl}amino)-2-methylpyrido[3,4-d]pyrimidin-6-yl]pyrrolidin-3-yl}-N-methylacetamide FC(C=1C(=C(C=CC1)[C@@H](C)NC=1C2=C(N=C(N1)C)C=NC(=C2)N2C[C@@H](CC2)N(C(C)=O)C)F)F |&1:24|